OC=1C=C2C[C@H]([C@@H]([C@@H](C2=CC1)C1=CC=C(C=C1)N1CCC(CC1)CN1CCN(CC1)C=1C=C2CN(C(C2=CC1)=O)[C@@H]1C(NC(CC1)=O)=O)C1=CC=CC=C1)C (S)-3-(5-(4-((1-(4-((1R,2S,3R)-6-hydroxy-3-methyl-2-phenyl-1,2,3,4-tetrahydronaphthalen-1-yl)phenyl)piperidin-4-yl)methyl)piperazin-1-yl)-1-oxoisoindolin-2-yl)piperidine-2,6-dione